ClC1=C(C=CC=C1Cl)SC1=CN=C(N=N1)N1CCC(CCC1)(N)C 1-(6-((2,3-dichlorophenyl)thio)-1,2,4-triazin-3-yl)-4-methylazepan-4-amine